FC1=C(C(=C(C(=C1F)I)F)F)I 1,3,4,6-tetrafluoro-2,5-diiodobenzene